tert-butyl ((2R,4S,5R)-5-(ethylsulfonyl)-2-((S)-1-(4-fluorophenyl)-1,2,3,4-tetrahydroisoquinoline-2-carbonyl)tetrahydro-2H-pyran-4-yl)carbamate C(C)S(=O)(=O)[C@@H]1[C@H](C[C@@H](OC1)C(=O)N1[C@H](C2=CC=CC=C2CC1)C1=CC=C(C=C1)F)NC(OC(C)(C)C)=O